cobalt (2R,3S,5R)-5-(2-amino-1,9-dihydro-6H-purin-6-one-9-yl)-3-hydroxytetrahydrofuran NC=1NC(C=2N=CN(C2N1)[C@H]1C[C@@H](CO1)O)=O.[Co]